1-amino-4-hydroxy-2-(6-hydroxyhexyloxy)anthraquinone NC1=C(C=C(C=2C(C3=CC=CC=C3C(C12)=O)=O)O)OCCCCCCO